ClC=1C(=C2C=NNC2=C(C1F)[C@H](COC)C)C=1C=CC=2N(C1)C=C(N2)NC(=O)[C@H]2[C@H](C2)F (1S,2S)-N-(6-(5-chloro-6-fluoro-7-((R)-1-methoxypropan-2-yl)-1H-indazol-4-yl)imidazo[1,2-a]pyridin-2-yl)-2-fluorocyclopropane-1-carboxamide